C(C)(=O)NC1=CC=C(C=C1)C1=NN(C2=CC(=CC=C12)COC1=CC=C(C=C1)C(CC(=O)O)C)C1CCCC1 3-(4-((3-(4-acetamidophenyl)-1-cyclopentyl-1H-indazol-6-yl)methoxy)phenyl)butanoic acid